BrC1=C(C=O)C(=CC=C1I)F 2-bromo-6-fluoro-3-iodobenzaldehyde